ClC=1C(=NC=CC1)[Pd](Cl)Cl (3-Chloropyridinyl)Palladium dichloride